potassium 2-(4-((6-chlorobenzo[d]oxazol-2-yl)oxy)phenoxy)propionate salt ClC1=CC2=C(N=C(O2)OC2=CC=C(OC(C(=O)[O-])C)C=C2)C=C1.[K+]